ClC1=C(C=C(C(=N1)OC)C1CCN(CC1)C(=O)OC(C)(C)C)\C=C\COS(=O)(=O)C tert-butyl (E)-4-(6-chloro-2-methoxy-5-(3-((methylsulfonyl)oxy)prop-1-en-1-yl)pyridin-3-yl)piperidine-1-carboxylate